C1(=CC=CC2=CC=CC=C12)C1=CC=2CC3=CC(=CC=C3C2C=C1)C1=CC=CC2=CC=CC=C12 2,7-dinaphthyl-fluorene